5-((4-(3,5-dichlorophenyl)piperazin-1-yl)methyl)-2-(2,4-dioxotetrahydropyrimidin-1(2H)-yl)isoindoline-1,3-dione ClC=1C=C(C=C(C1)Cl)N1CCN(CC1)CC=1C=C2C(N(C(C2=CC1)=O)N1C(NC(CC1)=O)=O)=O